(3-methoxy-phenyl)-hexa-2,4-diyne-1,6-diol COC=1C=C(C=CC1)C(C#CC#CCO)O